7-(2-chloro-5-fluoro-4-nitrophenoxy)-[1,2,4]triazolo[1,5-a]pyridine ClC1=C(OC2=CC=3N(C=C2)N=CN3)C=C(C(=C1)[N+](=O)[O-])F